BrC1=CC=CC2=C1SC=C2\C=C(/C(=O)OC)\C(C(F)(F)F)=O Methyl (Z)-2-((7-bromobenzo[b]thiophen-3-yl)methylene)-4,4,4-trifluoro-3-oxobutanoate